4-[1-[(1R,3R)-3-aminocyclohexyl]-4-[(2,4-dimethoxyphenyl)methylamino]-7-iodo-pyrazolo[4,3-c]pyridin-3-yl]-N-[4-(trifluoromethyl)-2-pyridinyl]benzamide N[C@H]1C[C@@H](CCC1)N1N=C(C=2C(=NC=C(C21)I)NCC2=C(C=C(C=C2)OC)OC)C2=CC=C(C(=O)NC1=NC=CC(=C1)C(F)(F)F)C=C2